ClC(C=O)=C 2-CHLOROACROLEIN